BrC1=NN(C=N1)C(C1=CC=CC=C1)(C1=CC=CC=C1)C1=CC=CC=C1 3-bromo-1-trityl-1,2,4-triazole